3-methoxyethyltoluene COCCC=1C=C(C)C=CC1